2-CHLORO-1H-PYRROLO[2,3-C]PYRIDINE-3-CARBALDEHYDE ClC1=C(C=2C(=CN=CC2)N1)C=O